FC1=C(C=C(C=C1)CSC=1N=CC2=C(N1)C(=CN2C(C)C)N2CC(CCC2)C(F)(F)F)CC(=O)O dl-2-(2-fluoro-5-(((5-isopropyl-7-(3-(trifluoromethyl)piperidin-1-yl)-5H-pyrrolo[3,2-d]pyrimidin-2-yl)thio)methyl)phenyl)acetic acid